isopropyl ((S)-(perfluorophenoxy)(phenoxy)phosphoryl)-L-phenylalaninate FC1=C(O[P@@](=O)(OC2=CC=CC=C2)N[C@@H](CC2=CC=CC=C2)C(=O)OC(C)C)C(=C(C(=C1F)F)F)F